(4-chloro-2-(methylsulfinyl)phenyl)boronic acid ClC1=CC(=C(C=C1)B(O)O)S(=O)C